CN1CC1 N-Methylethylenimine